3-fluoro-N2-(2-fluoro-4-(methylsulfonyl)phenyl)-5-methoxy-N2-methyl-N6-(5-methyl-1-(tetrahydro-2H-pyran-2-yl)-1H-pyrazol-3-yl)-4-(1-methyl-1H-pyrazol-4-yl)pyridine-2,6-diamine FC=1C(=NC(=C(C1C=1C=NN(C1)C)OC)NC1=NN(C(=C1)C)C1OCCCC1)N(C)C1=C(C=C(C=C1)S(=O)(=O)C)F